3-(3-((8-chloro-[1,2,4]triazolo[4,3-a]pyridin-3-yl)thio)propoxy)-7-methoxy-2-(4-bromophenyl)-4H-chromen-4-one ClC=1C=2N(C=CC1)C(=NN2)SCCCOC2=C(OC1=CC(=CC=C1C2=O)OC)C2=CC=C(C=C2)Br